C(C(C)C)C=1N=CC(=NC1)C1=CC(=C(C(=O)OC)C=C1)C methyl 4-(5-isobutylpyrazin-2-yl)-2-methylbenzoate